3-bromo-5-fluoro-quinoline BrC=1C=NC2=CC=CC(=C2C1)F